(7-acryloyl-4,7-diazaspiro[2.5]octan-4-yl)-1-(2-isopropyl-4-methylpyridin-3-yl)-7-(2-methoxy-3-methylphenyl)-2-oxo-1,2-dihydropyrido[2,3-d]pyrimidine-6-carbonitrile C(C=C)(=O)N1CCN(C2(CC2)C1)C=1C2=C(N(C(N1)=O)C=1C(=NC=CC1C)C(C)C)N=C(C(=C2)C#N)C2=C(C(=CC=C2)C)OC